bis(diphenylphosphino)-1,1'-binaphthalene C1(=CC=CC=C1)P(C1=CC=CC=C1)C=1C(=C(C2=CC=CC=C2C1)C1=CC=CC2=CC=CC=C12)P(C1=CC=CC=C1)C1=CC=CC=C1